FC=1C=CC=C2C(N(C=NC12)C=1NN=CC1)=O 8-fluoro-3-(2H-pyrazol-3-yl)quinazolin-4-one